C1(=CC=CC=C1)C=1N=C(NC1)C1N(CCCC1)C(=O)C1C(C1)C#N 2-(2-(4-Phenyl-1H-imidazol-2-yl)piperidine-1-carbonyl)cyclopropane-1-carbonitrile